[Na].[N+](=O)([O-])C(C)C 2-nitropropane sodium salt